N-(8-(2,3-dichlorophenyl)-7-fluoro-4-morpholinoquinolin-3-yl)quinoline-4-carboxamide ClC1=C(C=CC=C1Cl)C=1C(=CC=C2C(=C(C=NC12)NC(=O)C1=CC=NC2=CC=CC=C12)N1CCOCC1)F